C(CCCCC(=O)OCCCCCCCCC)(=O)OCC(COC(CCCN1CCC1)=O)COC(C(CCCCCCCC)CCCCCC)=O 3-((4-(azetidin-1-yl)butanoyl)oxy)-2-(((2-hexyldecanoyl)oxy)methyl)propyl nonyl adipate